C(C=C)OC1=CC=C(C=C1)O 4-(allyloxy)phenol